1-(((3-fluorobenzyl)oxy)methyl)-4-methyl-2-nitrobenzene FC=1C=C(COCC2=C(C=C(C=C2)C)[N+](=O)[O-])C=CC1